N-[4-[(6,7-dimethoxy-1,5-naphthyridin-4-yl)oxy]-3-fluorophenyl]-6-(fluoromethyl)-5-(4-fluoro-2-methylphenyl)-1-methyl-4-oxopyridine-3-carboxamide COC=1N=C2C(=CC=NC2=CC1OC)OC1=C(C=C(C=C1)NC(=O)C1=CN(C(=C(C1=O)C1=C(C=C(C=C1)F)C)CF)C)F